2-amino-3-[(2,5-dichlorothiophene-3-sulfonyl)amino]propanoic acid NC(C(=O)O)CNS(=O)(=O)C1=C(SC(=C1)Cl)Cl